(R)-3-(4-amino-6-(3,6-dihydro-2H-pyran-4-yl)pyrido[3,2-d]pyrimidin-8-yl)-2,4-dimethylphenol NC=1C2=C(N=CN1)C(=CC(=N2)C=2CCOCC2)C=2C(=C(C=CC2C)O)C